1-(4-Ethanesulfonyl-phenyl)-cyclopropanecarboxylic acid (5,6-dimethoxy-benzothiazol-2-yl)-amide COC=1C(=CC2=C(N=C(S2)NC(=O)C2(CC2)C2=CC=C(C=C2)S(=O)(=O)CC)C1)OC